isopropyl 2-(tert-butoxycarbonylamino)-5-[(2,2-difluoro-5-prop-2-ynoxy-pentyl)amino]-4-(2,3,6-trifluorophenyl)hexanoate C(C)(C)(C)OC(=O)NC(C(=O)OC(C)C)CC(C(C)NCC(CCCOCC#C)(F)F)C1=C(C(=CC=C1F)F)F